3-methyl-2-oxo-1,2,3,4-tetrahydroquinazoline-7-carboxylate CN1C(NC2=CC(=CC=C2C1)C(=O)[O-])=O